2,2'-methylene-bis-(6-(2H-benzotriazole-2-yl)-4-(1,1,3,3-tetramethylbutyl)-phenol) C(C1=C(C(=CC(=C1)C(CC(C)(C)C)(C)C)N1N=C2C(=N1)C=CC=C2)O)C2=C(C(=CC(=C2)C(CC(C)(C)C)(C)C)N2N=C1C(=N2)C=CC=C1)O